tert-butyl (((1r,3r)-3-(6-chloro-3-methyl-1H-pyrazolo[3,4-d]pyrimidin-1-yl)cyclobutyl)methyl)carbamate ClC1=NC=C2C(=N1)N(N=C2C)C2CC(C2)CNC(OC(C)(C)C)=O